(2S)-2-(4-(3-chlorophenyl)-3-hydroxy-3-phenylbutanamido)-N-((S)-1-hydroxy-3-((S)-2-oxopyrrolidin-3-yl)propan-2-yl)hexanamide ClC=1C=C(C=CC1)CC(CC(=O)N[C@H](C(=O)N[C@H](CO)C[C@H]1C(NCC1)=O)CCCC)(C1=CC=CC=C1)O